4-(6-(3,6-diazabicyclo[3.1.1]heptan-3-yl)pyridin-3-yl)-6-(3-hydroxy-3-methylbutyl)pyrazolo[1,5-a]pyridine-3-carbonitrile C12CN(CC(N1)C2)C2=CC=C(C=N2)C=2C=1N(C=C(C2)CCC(C)(C)O)N=CC1C#N